bis(1-naphthyl)benzyl-phosphine oxide C1(=CC=CC2=CC=CC=C12)P(CC1=CC=CC=C1)(C1=CC=CC2=CC=CC=C12)=O